5-fluoro-6-[(1R)-2,2,2-trifluoro-1-methyl-ethoxyl-3-pyridyl]-5-methyl-[1,2,4]triazolo[4,3-a]pyrazine FC1(C(=NC=C2N1CN=N2)C=2C(=NC=CC2)O[C@@H](C(F)(F)F)C)C